C(CCCCCC)N1[C@H]([C@H]([C@@H]([C@H](C1)O)O)O)CO (2S,3R,4R,5S)-1-heptyl-2-(hydroxymethyl)piperidine-3,4,5-triol